(3S)-3-[3-(Benzyloxycarbonylamino)-2-chlorophenyl]-3-{[(R)-tert-butylsulfinyl]-amino}butanoic acid methyl ester COC(C[C@](C)(N[S@](=O)C(C)(C)C)C1=C(C(=CC=C1)NC(=O)OCC1=CC=CC=C1)Cl)=O